FC1(CCC(CC1)N1N=C(C=CC1=O)NC(C1=C(C=C(C=C1)I)N1CCC2(CC2)CC1)=O)F N-(1-(4,4-difluorocyclohexyl)-6-oxo-1,6-dihydropyridazin-3-yl)-4-iodo-2-(6-azaspiro[2.5]octan-6-yl)benzamide